1,15-bis(cyclohexylthio)-8-((4-(dimethylamino)butanoyl)oxy)pentadecane-2,14-diyl bis(decanoate) C(CCCCCCCCC)(=O)OC(CSC1CCCCC1)CCCCCC(CCCCCC(CSC1CCCCC1)OC(CCCCCCCCC)=O)OC(CCCN(C)C)=O